CN1C(CC(C1)(C)C)CNC(=O)C1=NC=CN=C1 N-((1,4,4-trimethylpyrrolidin-2-yl)methyl)pyrazine-2-carboxamide